2-[6-(pyrazin-2-yl)hexyl]isoindole-1,3-dione N1=C(C=NC=C1)CCCCCCN1C(C2=CC=CC=C2C1=O)=O